ClC1=C(C=CC=C1Cl)N1CCN(CC1)CCC1CCC(CC1)NC(N(C)COC)=O N'-[(1r,4r)-4-{2-[4-(2,3-dichlorophenyl)piperazin-1-yl]ethyl}cyclohexyl]-N-(methoxymethyl)-N-methylurea